5-bromo-4,4-dimethyl-2-oxochroman-7-yl trifluoromethanesulfonate FC(S(=O)(=O)OC1=CC(=C2C(CC(OC2=C1)=O)(C)C)Br)(F)F